C=CC1=CC=C(C=C1)C(=O)O p-styrenecarboxylic acid